NC1CC(C1)CNC(OC(C)(C)C)=O tert-butyl N-[(3-aminocyclobutyl)methyl]carbamate